1-(6-((4-(5-(1H-pyrazol-1-yl)pyridin-3-yl)-1H-1,2,3-triazol-1-yl)methyl)-1H-indole-2-yl)-N-(cyclobutylmethyl)methylamine N1(N=CC=C1)C=1C=C(C=NC1)C=1N=NN(C1)CC1=CC=C2C=C(NC2=C1)CNCC1CCC1